BrC=1C=CC(=C(C1)C(O)(C)C)I 5-Bromo-2-iodo-α,α-dimethylbenzenemethanol